C(C1=CC=CC=C1)ON1CN(C=C1)\C(=C\1/SCC(S1)C1=C(C=C(C=N1)C(=O)N)Cl)\C#N (Z)-N'-(benzyloxy)-5-chloro-6-{(E)-2-[cyano(1H-imidazol-1-yl)methylene]-1,3-dithiolan-4-yl}pyridine-3-carboxamide